OC1CC(C1)NC(OC(C)(C)C)=O tert-butyl [(1s,3s)-3-hydroxycyclobutyl]carbamate